4-((5-(3-chloro-3-methyl-2-oxoindolin-1-yl)pyridin-3-yl)methyl)phthalazin ClC1(C(N(C2=CC=CC=C12)C=1C=C(C=NC1)CC1=NN=CC2=CC=CC=C12)=O)C